4-((3-aminopropyl)(methyl)amino)butan-1-ol hydroxyethylvinylacrylate OCCC=CC(C(=O)OCCCCN(C)CCCN)=C